C(C1CO1)OCCC[Si](OCCC1CO1)(OC)OC 3-glycidoxy(glycidyl)propyltrimethoxysilane